COC1=NC=CC(=C1C1=CC=2C(=CN=C(C2)NC(=O)[C@@H]2[C@H](C2)CN2CCNCC2)N1C)OC (1S,2S)-N-[2-(2,4-dimethoxypyridin-3-yl)-1-methylpyrrolo[2,3-c]pyridin-5-yl]-2-(piperazin-1-ylmethyl)cyclopropane-1-carboxamide